FNC1=CC=C(C=C1)N1C=NC=C1 fluoro-4-(imidazol-1-yl)aniline